4-ethoxy-1-methyl-5-(1-(4-methylbenzyl)-1H-pyrazol-4-yl)pyridine C(C)OC1=CCN(C=C1C=1C=NN(C1)CC1=CC=C(C=C1)C)C